4-{5-[(R)-(1,3-Dimethyl-azetidin-3-yl)-hydroxy-(4-isopropyl-phenyl)-methyl]-pyridazin-3-yl}-2-(6-methyl-pyridin-2-yl)-butan-2-ol CN1CC(C1)(C)[C@@](C=1C=C(N=NC1)CCC(C)(O)C1=NC(=CC=C1)C)(C1=CC=C(C=C1)C(C)C)O